NC1=NC(=C2NC(N(C2=N1)CC1=CC=C(C=C1)OC)=O)Cl amino-6-chloro-9-(4-methoxybenzyl)-7,9-dihydro-8H-purin-8-one